tert-butyl [(1RS,2RS)-1,2-bis(5-fluoropyridin-2-yl)-2-hydroxyethyl]carbamate FC=1C=CC(=NC1)[C@H]([C@@H](O)C1=NC=C(C=C1)F)NC(OC(C)(C)C)=O |r|